C(C1=CC=CC=C1)OC1=CC(=C(NC2=C(C(=CC=C2)OCCCC2CCCCC2)C)C=C1)C1CC1 4-(Benzyloxy)-N-[3-(3-cyclohexylpropoxy)-2-methylphenyl]-2-cyclopropylaniline